7-(cyclopentylmethoxy)-6-methyl-2-(methylsulfanyl)-5-[2-(triisopropylsilyl)ethynyl]pyrido[2,3-d]pyrimidine C1(CCCC1)COC=1C(=C(C2=C(N=C(N=C2)SC)N1)C#C[Si](C(C)C)(C(C)C)C(C)C)C